ClC1=CC(=C2C=CC(=CC2=C1)C(=O)NC(C)C)C1=CC=C(C=C1)C(F)(F)F 7-chloro-N-isopropyl-5-(4-(trifluoromethyl)phenyl)-2-naphthamide